BrC1=C2CCC3(CCC=4C(NC(=NC4C3)SC)=O)C2=CC=C1 4-bromo-2'-(methylthio)-2,3,5',8'-tetrahydro-3'h-spiro[indene-1,7'-quinazoline]-4'(6'H)-one